thiobis-(6-t-butyl-o-cresol) S(C1=C(C(=C(C=C1)C(C)(C)C)O)C)C1=C(C(=C(C=C1)C(C)(C)C)O)C